(7-bromo-9,10-dihydrophenanthren-2-yl)boronic acid BrC1=CC=C2C=3C=CC(=CC3CCC2=C1)B(O)O